FC1=CC=C(C=C1)C1CCC(CC1)C=O 4-(4-fluorophenyl)cyclohexanecarbaldehyde